di-tert-butyl (((S)-6-((S)-2-amino-3-(naphthalen-2-yl)propanamido)-1-(tert-butoxy)-1-oxohexanyl)carbamoyl)-L-glutamate N[C@H](C(=O)NCCCC[C@@H](C(=O)OC(C)(C)C)NC(=O)N[C@@H](CCC(=O)OC(C)(C)C)C(=O)OC(C)(C)C)CC1=CC2=CC=CC=C2C=C1